C1(CCCCC1)N(SC=1SC2=C(N1)C=CC=C2)C2CCCCC2 N,N-dicyclohexyl-2-benzothiazolyl-sulfenamide